N1=C(C=CC=C1)SSCCC(=O)NN 3-[2-pyridyldithio]propionyl-hydrazine